BrC1=C(C(=CC(=C1)Cl)C)N1CCOCC1 2-bromo-4-chloro-6-methylphenyl-morpholine